O=C1N(C(=CC=C1C(=O)OCC)C(F)(F)F)CCCC=O ethyl 2-oxo-1-(4-oxobutyl)-6-(trifluoromethyl)-1,2-dihydropyridine-3-carboxylate